N-(2-(1-(4-(2,6-dioxopiperidin-3-yl)-3-fluorobenzyl)piperidin-4-yl)-6-methoxy-2H-indazol-5-yl)-6-(trifluoromethyl)nicotinamide O=C1NC(CCC1C1=C(C=C(CN2CCC(CC2)N2N=C3C=C(C(=CC3=C2)NC(C2=CN=C(C=C2)C(F)(F)F)=O)OC)C=C1)F)=O